COC1=CC=C(COCC(O)CO)C=C1 1-p-methoxybenzylglycerol